C(C1=CC=CC=C1)(=O)NC=1C=2N=CN([C@H]3[C@H](OCCOC)[C@H](O)[C@@H](COC(C4=CC=CC=C4)(C4=CC=C(C=C4)OC)C4=CC=C(C=C4)OC)O3)C2N=CN1 N-benzoyl-5'-O-[bis(4-methoxyphenyl)phenylmethyl]-2'-O-(2-methoxy)ethyl-adenosine